4-((2,7-Dichloroacridin-9-yl)amino)-2-(pyrrolidin-1-ylmethyl)phenol hydrochloride Cl.ClC1=CC2=C(C3=CC(=CC=C3N=C2C=C1)Cl)NC1=CC(=C(C=C1)O)CN1CCCC1